C(C)(C)(C)[Si](C=1C(=CC(=[N+](C1)[O-])NC(=O)OC(C)(C)C)OC)(F)C(C)(C)C 5-[di(tert-butyl)(fluoro)silyl]-2-(tert-butoxycarbonylamino)-4-methoxy-1-pyridinium-1-olate